C(C)(C)(C)C1=C(N=C(S1)NC=1N(C=2C(=NC=C(C2Cl)OC2=CC=3N(N=C2)C=CN3)N1)C)[C@H]1COCC1 (S)-5-(tert-butyl)-N-(7-chloro-6-(imidazo[1,2-b]pyridazin-7-yloxy)-1-methyl-1H-imidazo[4,5-b]pyridin-2-yl)-4-(tetrahydrofuran-3-yl)thiazol-2-amine